OCC(C)(C)NC1=C(C(=O)N(C)C)C=C(C=N1)C1=C(C=CC(=C1)C(NC=1N=CSC1)=O)C 2-((1-hydroxy-2-methylpropan-2-yl)amino)-N,N-dimethyl-5-(2-methyl-5-(thiazol-4-ylcarbamoyl)phenyl)nicotinamide